C(C(=C)C)(=O)OC r-methyl methacrylate